C[SH2](=NCC1CNCCC1)C dimethyl-[(piperidin-3-ylmethyl)imino]-lambda6-sulfane